N,N'-(cyclohexane-1,2-diyl)bis(6-(1H-benzo[d]imidazol-2-yl)picolinamide) C1(C(CCCC1)NC(C1=NC(=CC=C1)C1=NC2=C(N1)C=CC=C2)=O)NC(C2=NC(=CC=C2)C2=NC1=C(N2)C=CC=C1)=O